CC1=CC(=CC=2C3=C(OC21)C=C(C=C3Cl)Cl)Cl 6-methyl-1,3,8-trichlorodibenzofuran